Benzyl 4-(((trifluoromethyl)sulfonyl)oxy)-2,3-dihydro-1H-pyrrole-1-carboxylate FC(S(=O)(=O)OC=1CCN(C1)C(=O)OCC1=CC=CC=C1)(F)F